ClC=1C=C(C=CC1N1C(N(CC1)C)=O)C1=C(C(=CC(=C1)F)C=1C=C(C(=NC1)CO)N1CCN(CC1)C(=O)OC(C)(C)C)OC tert-butyl 4-(5-(3'-chloro-5-fluoro-2-methoxy-4'-(3-methyl-2-oxoimidazolidin-1-yl)-[1,1'-biphenyl]-3-yl)-2-(hydroxymethyl)pyridin-3-yl)piperazine-1-carboxylate